C(C1=CC=CC=C1)C(C(C=CC1=CC=CC=C1)=O)C(CC)O 4-benzyl-5-hydroxy-1-phenylhept-1-en-3-one